1H-benzotriazole-1-oxybis(1-pyrrolidinyl)phosphine hexafluorophosphate F[P-](F)(F)(F)(F)F.N1(N=NC2=C1C=CC=C2)OP(N2CCCC2)N2CCCC2